(2,3-dihydrobenzo[1,4]dioxin-6-yl)-(4,6-dipyrrolidin-1-yl-[1,3,5]triazin-2-yl)-amine hydrochloride Cl.O1CCOC2=C1C=CC(=C2)NC2=NC(=NC(=N2)N2CCCC2)N2CCCC2